5-[(E)-2-(2-Hydroxy-4-methylphenyl)ethenyl]benzene-1,3-diol OC1=C(C=CC(=C1)C)/C=C/C=1C=C(C=C(C1)O)O